(9S)-9-amino-9-(4-bromo-1-[[2-(trimethylsilyl)ethoxy]methyl]-1H-imidazol-2-yl)nonan-3-one hydrochloride Cl.N[C@@H](CCCCCC(CC)=O)C=1N(C=C(N1)Br)COCC[Si](C)(C)C